C1(CC1)C1=CC(=NN1)NC1=NC(=NC=C1)N1C2CC(C1)(C2)CP(=O)(C)C N-(5-Cyclopropyl-1H-pyrazol-3-yl)-2-[4-(dimethylphosphorylmethyl)-2-azabicyclo[2.1.1]hexan-2-yl]pyrimidin-4-amine